C(CCCCC)OC1=CSC=C1OCCCCCC 3,4-dihexyloxythiophene